FC1(C[C@@H](C(N(C2=C1C=C(C(=C2)C=2OC(=NN2)N2CCCC2)F)CC2=CC=C(C=C2)N2N=C(N=C2)C(F)(F)F)=O)NC(OC(C)(C)C)=O)F tert-butyl N-[(3S)-5,5,7-trifluoro-2-oxo-8-(5-pyrrolidin-1-yl-1,3,4-oxadiazol-2-yl)-1-[[4-[3-(trifluoromethyl)-1,2,4-triazol-1-yl]phenyl]methyl]-3,4-dihydro-1-benzazepin-3-yl]carbamate